ClC1=C(C2=C(NC3(CN(CC3)C(=O)C3=CC=C(C=C3)NC(C=C)=O)C(N2)=O)N=C1)OC N-(4-(7-chloro-8-methoxy-2-oxo-1,4-dihydro-2H-spiro[pyrido[2,3-b]pyrazine-3,3'-pyrrolidine]-1'-carbonyl)phenyl)acrylamide